tert-Butyl 4-(3-(2-methoxy-5-((methoxycarbonyl)amino)-6-(trifluoromethoxy)pyridin-3-yl)benzoyl)piperazine-1-carboxylate COC1=NC(=C(C=C1C=1C=C(C(=O)N2CCN(CC2)C(=O)OC(C)(C)C)C=CC1)NC(=O)OC)OC(F)(F)F